NC=1C(NC2=C(C(=CN=C2C1C1=C2C=NNC2=C(C=C1)F)N1CCC1)C)=O 3-Amino-7-(azetidin-1-yl)-4-(7-fluoro-1H-indazol-4-yl)-8-methyl-1H-1,5-naphthyridin-2-one